1-(6-chloro-3-(trifluoromethyl)pyridin-2-yl)-N-(5-cyano-6-(2H-1,2,3-triazol-2-yl)pyridine-3-yl)-5-(trifluoromethyl)-1H-pyrazole-4-carboxamide ClC1=CC=C(C(=N1)N1N=CC(=C1C(F)(F)F)C(=O)NC=1C=NC(=C(C1)C#N)N1N=CC=N1)C(F)(F)F